4-Fluorocinnamoylguanidin FC1=CC=C(C=CC(=O)NC(=N)N)C=C1